C1(=CC=CC=C1)C1=CC(=CC=2CCCCC12)O 4-phenyl-5,6,7,8-tetrahydronaphthalene-2-ol